O=C1N(C(CC1)=O)OC(CN1C(C=CC1=O)=O)=O 1-{2-[(2,5-Dioxopyrrolidin-1-yl)oxy]-2-oxoethyl}-1H-pyrrole-2,5-dione